NCCCN(CCO)C N-(3-aminopropyl)-N-methylethanolamine